OC(C#CC1=CN=C(C2=CC(=C(C=C12)C(=O)N)OC(C)C)OC[C@H]1NC(CC1)=O)(C)C (S)-4-(3-hydroxy-3-methylbut-1-yn-1-yl)-7-isopropoxy-1-((5-oxopyrrolidin-2-yl)methoxy)isoquinoline-6-carboxamide